2-hydroxy-3'-carboxybiphenyl OC1=C(C=CC=C1)C1=CC(=CC=C1)C(=O)O